(5S,8S)-N-((4-(2,4-dichlorophenyl)tetrahydro-2H-pyran-4-yl)methyl)-5-fluoro-8-hydroxy-5,6,7,8-tetrahydroquinoline-5-carboxamide ClC1=C(C=CC(=C1)Cl)C1(CCOCC1)CNC(=O)[C@]1(C=2C=CC=NC2[C@H](CC1)O)F